C(=O)(O)[C@@H](CC=1C=C(C=C(C1)C(F)(F)F)NC(=O)NC=1C=C(C=C(C1)C(F)(F)F)C[C@H](C(=O)O)[C@@H]1CNCC1)[C@@H]1CNCC1 (2S)-3-[3-[[3-[(2S)-2-Carboxy-2-[(3R)-pyrrolidin-3-yl]ethyl]-5-(trifluoromethyl)phenyl]carbamoylamino]-5-(trifluoromethyl)phenyl]-2-[(3R)-pyrrolidin-3-yl]propanoic acid